N-(2-(4-(4-(2-amino-4-(difluoromethyl)pyrimidin-5-yl)-6-morpholino-1,3,5-triazin-2-yl)piperazin-1-yl)-2-oxoethyl)-1-(2-fluoroacryloyl)-N-methylpiperidine-4-carboxamide NC1=NC=C(C(=N1)C(F)F)C1=NC(=NC(=N1)N1CCOCC1)N1CCN(CC1)C(CN(C(=O)C1CCN(CC1)C(C(=C)F)=O)C)=O